β-(m-Hydroxyphenyl)-Hydracrylic acid OC=1C=C(C=CC1)C(CC(=O)O)O